BrC1=C(C=CC(=C1)O)C1=CC=CC=C1 bromo-[1,1'-biphenyl]-4-ol